FC1=CC=C(OC=2C=CC(=NC2)NC(=O)N2CCN(CCC2)CC2=CNC(C=C2)=O)C=C1 N-[5-(4-fluorophenoxy)pyridin-2-yl]-4-[(6-oxo-1H-pyridin-3-yl)methyl]-1,4-diazepane-1-carboxamide